1-(5-bromo-2-pyrimidin-2-yl-1,2,4-triazol-3-yl)ethylamine BrC=1N=C(N(N1)C1=NC=CC=N1)C(C)N